N-(3-bromo-4-fluorophenyl)-N'-hydroxy-4-((3-(hydroxydimethylsilyl)propyl)amino)-1,2,5-oxadiazole-3-formamidine BrC=1C=C(C=CC1F)NC(=NO)C1=NON=C1NCCC[Si](C)(C)O